ClC=1C=NC(=C(C(=O)NC2CCC(CC2)CN2C(N(C3=C2C=CC=C3)C=3C=NC(=CC3)N3C[C@H](CC3)N(C)C)=O)C1)C 5-chloro-N-((1S,4r)-4-((3-(6-((S)-3-(dimethylamino)pyrrolidin-1-yl)pyridin-3-yl)-2-oxo-2,3-dihydro-1H-benzo[d]imidazol-1-yl)methyl)cyclohexyl)-2-methylnicotinamide